CN1CCNC=2C1=NC(=CN2)C=2C(=NC(=CC2)C2=NN=CN2)C 1-methyl-7-(2-methyl-6-(4H-1,2,4-triazol-3-yl)pyridin-3-yl)-3,4-dihydropyrazino[2,3-b]pyrazin